C1CCC12CN(CC2)CC=2C=CC=1N(C2)C=C(N1)CN1N=NC(=C1)C1=C2C=NNC2=CC(=C1)N(C)C 4-(1-((6-((6-azaspiro[3.4]oct-6-yl)methyl)imidazo[1,2-a]pyridin-2-yl)methyl)-1H-1,2,3-triazol-4-yl)-N,N-dimethyl-1H-indazol-6-amine